methyl 7-fluoroindolizine-2-carboxylate FC=1C=CN2C=C(C=C2C1)C(=O)OC